4-(3,4-dichlorophenyl)-1-(2,4-difluorophenyl)-6-methyl-2-oxo-pyridine-3-carboxylate ClC=1C=C(C=CC1Cl)C1=C(C(N(C(=C1)C)C1=C(C=C(C=C1)F)F)=O)C(=O)[O-]